[5-(1,1-dimethylethyl)-3-methyl-1,2-phenylene] dibenzoate C(C1=CC=CC=C1)(=O)OC1=C(C(=CC(=C1)C(C)(C)C)C)OC(C1=CC=CC=C1)=O